23-(3-bromobicyclo[1.1.1]pent-1-yl)tricosa-22-enoic acid BrC12CC(C1)(C2)C=CCCCCCCCCCCCCCCCCCCCCC(=O)O